COC([C@H](NC(=O)OC(C)(C)C)CN)=O 3-Amino-N-(tert-Butoxycarbonyl)-D-alanine methyl ester